(9H-fluoren-9-yl)methyl (2-(2-aminoethoxy)ethyl)carbamate hydrochloride Cl.NCCOCCNC(OCC1C2=CC=CC=C2C=2C=CC=CC12)=O